BrC=1C(=NC=C(N1)Br)NC(C(C)(C)NC=1C(=C(C(=O)O)C=CC1)C(C)(C)C)=O.C(C1CO1)OCCCC[Si](OCC)(OCC)OCC δ-glycidoxybutyl-triethoxysilane 1-(3,5-dibromopyrazin-2-ylamino)-2-methyl-1-oxoprop-2-ylaminoTert-butyl-benzoate